O1S(CS(OC1)(=O)=O)(=O)=O 1,5,2,4-dioxadithian 2,2,4,4-tetraoxide